bromo-5-(2-ethyl-2H-indazole-3-carbonyl)-2-hydroxybenzonitrile BrC=1C(=C(C#N)C=C(C1)C(=O)C=1N(N=C2C=CC=CC12)CC)O